Cl.O=C1N(CCC(N1)=O)C1=NN(C2=CC(=CC=C12)C1C(CN(CC1)CC(=O)O)(F)F)C 2-[4-[3-(2,4-Dioxohexahydropyrimidin-1-yl)-1-methyl-indazol-6-yl]-3,3-difluoro-1-piperidyl]acetic acid hydrochloride